C12C(C3CC(CC(C1)C3)C2)=C(C=2C(=C(C=CC2)O)Cl)OC 3-(((1r,3r,5r,7s)-adamantan-2-ylidene)(methoxy)methyl)-2-chlorophenol